2-([1,1'-biphenyl]-4-yl)-4-(3-bromophenyl)-6-phenyl-1,3,5-triazine C1(=CC=C(C=C1)C1=NC(=NC(=N1)C1=CC(=CC=C1)Br)C1=CC=CC=C1)C1=CC=CC=C1